C(C)C1=C(N)C(=CC=C1)CC 2,6-Diethylaniline